3-chloro-1,2,4-triazine-5-carboxylic acid ClC=1N=NC=C(N1)C(=O)O